N-((1r,4r)-4-(2-amino-2-oxoethoxy)cyclohexyl)-2-(1H-imidazol-1-yl)-5H-pyrrolo[3,2-d]pyrimidine-4-carboxamide NC(COC1CCC(CC1)NC(=O)C=1C2=C(N=C(N1)N1C=NC=C1)C=CN2)=O